FC=1C(NC(N(C1)[C@H]1C[C@@H]2OP(OC[C@H]2O1)(=O)OCC1=C(C(=O)OC(C)C)C=CC=C1)=O)=O Isopropyl 2-((((4aR,6R,7aS)-6-(5-fluoro-2,4-dioxo-3,4-dihydropyrimidin-1(2H)-yl)-2-oxidotetrahydro-4H-furo[3,2-d][1,3,2]dioxaphosphinin-2-yl)oxy)methyl)benzoate